D-glucopyranosyl-ascorbic acid C1([C@H](O)[C@@H](O)[C@H](O)[C@H](O1)CO)[C@]1(C(=C(C(=O)O1)O)O)[C@@H](O)CO